C12CN(CC2C1)C1=C(C=C(C=C1F)CN1N=CC(=C1)C(=O)OCC)F ethyl 1-[(4-{3-azabicyclo[3.1.0]hex-3-yl}-3,5-difluorophenyl) methyl]-1H-pyrazole-4-carboxylate